OC1(COC1)C=1C=C(C=C(C1)N1CCN(CC1)C)C1N(CCC(C1)C(=O)N)C1=CC=C(C=C1)C(F)(F)F (3-(3-hydroxyoxetan-3-yl)-5-(4-methylpiperazin-1-yl)phenyl)-1-(4-(trifluoromethyl)phenyl)piperidine-4-carboxamide